COC=1C(=C2CCCC2=C(C1)OCC=1C(=C(C=CC1)C1=CC=CC=C1)C)CN1[C@@H](CCCC1)C(=O)O (S)-1-((5-methoxy-7-((2-methyl-[1,1'-biphenyl]-3-yl)methoxy)-2,3-dihydro-1H-inden-4-yl)methyl)piperidine-2-carboxylic acid